CSC(C)=NC1=C(C=CC(=C1)Cl)C(F)(F)F methyl-N-[5-chloro-2-(trifluoromethyl)phenyl]ethanimidothioate